C(C1=CC=CC=C1)OC=1C=C2CN(C(C2=CC1C)=O)C1C(NC(CC1)=O)=O 3-(5-(benzyloxy)-6-methyl-1-oxoisoindolin-2-yl)piperidine-2,6-dione